CC=1NC2=C(C=C(C=C2C1C=O)C)C 2,5,7-TRIMETHYL-1H-INDOLE-3-CARBALDEHYDE